4-((5-(2,2,2-Trifluoroethyl)-1H-1,2,4-triazol-3-yl)methyl)pyridine FC(CC1=NC(=NN1)CC1=CC=NC=C1)(F)F